C(C)OC1=CC=C(C=C1)N=NC1=CC=C(C=C1)OCCCCCCCCCCC 4-ethoxy-4'-undecoxyazobenzene